N1CCC2=C(C=CC=C12)C1=NC=CC(=C1)C=O 2-(2,3-dihydro-1H-indol-4-yl)pyridine-4-carbaldehyde